ClC=1C=C(C=CC1)C1=CN=C(S1)N1C([C@H]2N(CCNC2)CC1)=O (S)-8-(5-(3-Chlorophenyl)thiazol-2-yl)-9-oxooctahydro-2H-pyrazino[1,2-a]pyrazin